N-benzylsulfonyl-6-[4-(4-bromo-3-fluorobenzoyl)piperazin-1-yl]pyridazine-3-carboxamide C(C1=CC=CC=C1)S(=O)(=O)NC(=O)C=1N=NC(=CC1)N1CCN(CC1)C(C1=CC(=C(C=C1)Br)F)=O